O(C1=CC=CC=C1)C1=C(C=CC=C1)SC=1C=C(C=CC1)C (3-tolyl) (2-phenoxyphenyl) sulfide